ethyl 3-(5-bromo-3-hydroxypicolinamido)-2,2-dimethylpropionate BrC=1C=C(C(=NC1)C(=O)NCC(C(=O)OCC)(C)C)O